N[C@@H]1C2=CC=CC=C2CC12CCN(CC2)C=2NC(C1=C(N2)NN=C1C1=CCOC2=CC(=CC=C12)C(F)(F)F)=O (S)-6-(1-amino-1,3-dihydrospiro[indene-2,4'-piperidine]-1'-yl)-3-(7-(trifluoromethyl)-2H-chromen-4-yl)-1,5-dihydro-4H-pyrazolo[3,4-d]pyrimidin-4-one